7-bromo-3-(2,2,2-trifluoroethyl)pyrazolo[1,5-a]pyridine-2-carbaldehyde BrC1=CC=CC=2N1N=C(C2CC(F)(F)F)C=O